(S)-4-(2-(((tert-Butyldimethylsilyl)oxy)methyl)-1-(5-methoxy-2-nitro-4-((triisopropylsilyl)oxy)benzoyl)-1,2,3,6-tetrahydropyridin-4-yl)-N-methylbenzenesulfonamide [Si](C)(C)(C(C)(C)C)OC[C@H]1N(CC=C(C1)C1=CC=C(C=C1)S(=O)(=O)NC)C(C1=C(C=C(C(=C1)OC)O[Si](C(C)C)(C(C)C)C(C)C)[N+](=O)[O-])=O